C(C1=CC=CC=C1)O[C@@H]1[C@H]([C@@H](OCC=C)O[C@@H]([C@H]1OCC1=CC=CC=C1)CO)NC(=O)OCC(Cl)(Cl)Cl allyl 3,4-di-O-benzyl-2-deoxy-2-{[(2,2,2-trichloroethoxy)carbonyl]amino}-α-D-glucopyranoside